NC1=C2C(=NC=N1)N(N=C2C2=CC=C(C=C2)OC2=CC=CC=C2)C2CN(CCC2)NC(C=C)=O N-(3-(4-amino-3-(4-phenoxyphenyl)-1H-pyrazolo[3,4-D]pyrimidine-1-yl)-1-piperidyl)-acrylamide